3-((5-Bromothiazol-2-yl)carbamoyl)pyrrolidine-1-carboxylic acid tert-butyl ester C(C)(C)(C)OC(=O)N1CC(CC1)C(NC=1SC(=CN1)Br)=O